C(C)(C)(C)OC(=O)N1CCC(CC1)(C(NC=1C=NC=C(C1)C)=O)C 4-methyl-4-(N-(5-methylpyridin-3-yl)carbamoyl)piperidine-1-carboxylic acid tert-butyl ester